C1(=CC=CC=C1)[Cu]C#C phenyl-ethynyl-copper